C(C)(C)(C)OC(=O)N1CCC(CC1)NC(CCC(=O)O)=O 4-((1-(tert-butoxycarbonyl)piperidin-4-yl)amino)-4-oxobutanoic acid